CN1CC(C1)C(=O)NCCCNC1=NC(=NC=C1C(F)(F)F)NC1=C(N=C(S1)C1CCN(CC1)C)C 1-methyl-N-(3-((2-((4-methyl-2-(1-methylpiperidin-4-yl)thiazol-5-yl)amino)-5-(trifluoromethyl)pyrimidin-4-yl)amino)propyl)azetidine-3-carboxamide